C1(CCCC1)NC=1C2=C(N=C(N1)C#CC1(CC1)O)N(C=C2)[C@H]2[C@@H]([C@@H]([C@@H](O2)C(OC)P(O)(O)=O)O)O [(2R,3S,4R,5R)-5-[4-(cyclopentylamino)-2-[2-(1-hydroxycyclopropyl)ethynyl]pyrrolo-[2,3-d]pyrimidin-7-yl]-3,4-dihydroxy-tetra-hydrofuran-2-yl]-methoxymethylphosphonic acid